N,N'-bis[2-(1H-imidazol-4-yl)ethyl]oxamide N1C=NC(=C1)CCNC(=O)C(=O)NCCC=1N=CNC1